C(N)(=O)C=1C(=NC=CC1)SN[C@@H](CS)C(=O)O ((3-carbamoylpyridin-2-yl)thio)cysteine